2-((1-(9-methyl-5-(piperazin-1-yl)-[1,2,4]triazolo[4,3-c]quinazolin-7-yl)ethyl)amino)benzoic acid CC1=CC=2C=3N(C(=NC2C(=C1)C(C)NC1=C(C(=O)O)C=CC=C1)N1CCNCC1)C=NN3